NC1=C(C(=C(OC2=C(C(=C(C(=C2F)F)F)F)OC2=C(C(=C(C(=C2F)F)N)F)F)C(=C1F)F)F)F bis(4-aminotetrafluorophenoxy)tetrafluorobenzene